2-((4-amino-2-(ethoxymethyl)-6,7,8,9-tetrahydro-1H-imidazo[4,5-c]quinolin-1-yl)methyl)-2-methylpropane-1,3-diol formate C(=O)OCC(CO)(C)CN1C(=NC=2C(=NC=3CCCCC3C21)N)COCC